2-fluoro-2-methylpropyl (1-cyclopropyl-3-(3,3-difluorocyclobutyl)-4-methyl-1H-pyrazol-5-yl)carbamate C1(CC1)N1N=C(C(=C1NC(OCC(C)(C)F)=O)C)C1CC(C1)(F)F